methyl-6-phenoxypyridin CC1=NC(=CC=C1)OC1=CC=CC=C1